ClC=1C=CC(=NC1)OC1=C(C=C(C=C1)NC(=O)NC(=O)C1(CC(C1)OC)C)C N-((4-((5-chloropyridin-2-yl)oxy)-3-methylphenyl)carbamoyl)-3-methoxyl-methylcyclobutane-1-carboxamide